5-((4-(2,3-dichlorophenyl)piperazin-1-yl)(2-hydroxyphenyl)methyl)furan-2-carbaldehyde ClC1=C(C=CC=C1Cl)N1CCN(CC1)C(C1=CC=C(O1)C=O)C1=C(C=CC=C1)O